(1-((7-((2-methyl-[1,1'-biphenyl]-3-yl)methoxy)-5-(oxazol-4-ylmethoxy)-2,3-dihydro-1H-inden-4-yl)methyl)azetidin-2-yl)methanol CC1=C(C=CC=C1COC=1C=C(C(=C2CCCC12)CN1C(CC1)CO)OCC=1N=COC1)C1=CC=CC=C1